ethoxyethylene diglycolate C1(COCC(=O)OCC(OCC)O1)=O